N1=NC=CC2=CC(=CC=C12)C1=CNC=2N=C(N=CC21)NC2CC(C2)(O)C 3-((5-(cinnolin-6-yl)-7H-pyrrolo[2,3-d]pyrimidin-2-yl)amino)-1-methylcyclobutan-1-ol